[N+](=O)([O-])C=1C=C(C=CC1NCC1CNCC1)S(=O)(=O)NC(C1=CC=CC=C1)=O N-(3-nitro-4-(pyrrolidin-3-ylmethylamino)phenylsulfonyl)benzamide